C(C1=CC=CC=C1)OCOC=1C(=C(C2=C(C=CC=C2C1)C#C[Si](C(C)C)(C(C)C)C(C)C)O)F ((benzyloxy)methoxy)-2-fluoro-8-((triisopropylsilyl)ethynyl)naphthalen-1-ol